6-(benzylthio)-8-chloro-[1,2,4]triazolo[4,3-a]pyridine-3-carboxylic acid methyl ester COC(=O)C1=NN=C2N1C=C(C=C2Cl)SCC2=CC=CC=C2